CC1(C2C(CC(C1)C2)[Si](OC)(OC)C)C(=O)O[Si](C)(C)C(C)(C)C 2-methyl-2-tert-butyldimethylsiloxycarbonyl-6-methyldimethoxysilylnorbornane